O1C=CC=2C(=NC=CC21)C(C)(C)NC(C[C@@H]2N(CCCC2)C)=O |r| racemic-N-(2-(furo[3,2-c]pyridin-4-yl)propan-2-yl)-2-(1-methylpiperidin-2-yl)acetamide